4-cyclopropyl-3-(3-acetamidophenyl)-N-[2-(trifluoromethyl)pyridin-4-yl]-1,2-thiazole-5-carboxamide C1(CC1)C=1C(=NSC1C(=O)NC1=CC(=NC=C1)C(F)(F)F)C1=CC(=CC=C1)NC(C)=O